3-(1,1-difluoroallyl)quinoxaline-2-ol FC(C=C)(F)C=1C(=NC2=CC=CC=C2N1)O